FCCCN1CC(C1)NC(OC(C)(C)C)=O tert-butyl (1-(3-fluoropropyl)azetidin-3-yl)carbamate